The molecule is a tricyclic diterpenoid that is ent-sandaracopimaradiene bearing two additional hydroxy substituents at the 3alpha- and 7beta-positions. It has a role as a plant metabolite. C[C@]1(CC[C@@H]2C(=C1)[C@H](C[C@H]3[C@]2(CC[C@H](C3(C)C)O)C)O)C=C